FC1(CCC(CC1)C1=NC=CC(=C1NC(=O)C=1C=NC(=NC1)O[C@H]1COCC1)C1=C(C=CC(=C1)F)F)F (R)-N-(2-(4,4-difluorocyclohexyl)-4-(2,5-difluorophenyl)pyridin-3-yl)-2-((tetrahydrofuran-3-yl)oxy)pyrimidine-5-carboxamide